2-chloro-5-(1,3-oxazol-5-yl)-4-trimethylstannylpyrimidine ClC1=NC=C(C(=N1)[Sn](C)(C)C)C1=CN=CO1